C(\C=C\C1=CC(OC)=C(O)C=C1)(=O)N(CCC1=CC=C(C=C1)O)OC N-trans-feruloyl-methoxytyramine